(R)-4-(4-(1-(5-(((tert-butoxycarbonyl)amino)methyl)-2-methylbenzamido)ethyl)quinolin-2-yl)-1-methyl-1H-pyrrole-2-carboxylic acid C(C)(C)(C)OC(=O)NCC=1C=CC(=C(C(=O)N[C@H](C)C2=CC(=NC3=CC=CC=C23)C=2C=C(N(C2)C)C(=O)O)C1)C